FC(OC=1C=C(CN(C2=C(C(=NC=N2)NC[C@@H]2[C@H](CN(CC2)CC(=O)N)O)F)C)C=CC1)F ((3R,4R)-4-(((6-((3-(difluoromethoxy)benzyl)(methyl)amino)-5-fluoropyrimidin-4-yl)amino)methyl)-3-hydroxypiperidin-1-yl)acetamide